O[C@H]1[C@H](O[C@@]2([C@H](CCO2)C2=C(C(=O)N)C=CC=C2OC)[C@@H]([C@H]1N1N=NC(=C1)C1=CC(=C(C(=C1)F)F)F)O)CO ((4r,5s,7r,8r,9s,10r)-8,10-dihydroxy-7-(hydroxymethyl)-9-(4-(3,4,5-trifluorophenyl)-1H-1,2,3-triazol-1-yl)-1,6-dioxaspiro[4.5]dec-4-yl)-3-methoxybenzamide